C(#N)C1=CC2=C(NC(N(S2(=O)=O)CC(=O)O)=O)C=C1 (7-cyano-1,1,3-trioxo-4H-1lambda6,2,4-benzothiadiazin-2-yl)acetic acid